(R)-N-(1-(3-(difluoromethyl)-2-fluorophenyl)ethyl)-7-fluoro-2-methyl-6-nitroquinazolin-4-amine FC(C=1C(=C(C=CC1)[C@@H](C)NC1=NC(=NC2=CC(=C(C=C12)[N+](=O)[O-])F)C)F)F